FC(C1=CC(=CC(=C1)C1=CC=CC=C1)C1=CC=CC=C1)(F)F 1-trifluoromethyl-3,5-diphenylbenzene